ClC1=CC=C2C(=C3C(=NC2=C1)CC1CC(CC3C1)CC)N 3-chloro-9-ethyl-6,7,8,9,10,11-hexahydro-7,11-methanocycloocta[b]quinolin-12-amine